6-(4-(5-cyclopentyl-7,7-dimethyl-6,7-dihydro-5H-pyrrolo[2,3-b]pyrazine-2-carbonyl)-3,3-dimethylpiperazin-1-yl)-2,4-dimethylnicotinic acid C1(CCCC1)N1CC(C=2C1=NC=C(N2)C(=O)N2C(CN(CC2)C2=NC(=C(C(=O)O)C(=C2)C)C)(C)C)(C)C